1,1'-bicyclohexane-3,3',4,4'-tetracarboxylic acid-3,4:3',4'-Dianhydride C1(CC2C(CC1)C(=O)OC2=O)C2CC1C(CC2)C(=O)OC1=O